1-hydroxy-2-methyl-3-(3-methylbenzyl)-4(1H)-quinolinone ON1C(=C(C(C2=CC=CC=C12)=O)CC1=CC(=CC=C1)C)C